Oxazolemethanamine O1C(=NC=C1)CN